2-(4-(1-(tert-butoxycarbonyl)pyrrolidin-3-yl)-2-fluorophenyl)-6-methoxybenzo[d]imidazo[2,1-b]thiazole-7-carboxylic acid methyl ester COC(=O)C1=CC2=C(N3C(S2)=NC(=C3)C3=C(C=C(C=C3)C3CN(CC3)C(=O)OC(C)(C)C)F)C=C1OC